6-(pyridin-2-yl)-[1,1'-biphenyl]-4-carbonitrile N1=C(C=CC=C1)C1=CC(=CC=C1C1=CC=CC=C1)C#N